CC=1C=CC=2N(C3=CC=CC=C3C2C1)C1=CC=C(C=C1)C1=C(C(=C(C(=C1C1=CC=C(C=C1)N1C2=CC=CC=C2C=2C=C(C=CC12)C)C1=CC=C(C=C1)N1C2=CC=CC=C2C=2C=C(C=CC12)C)C=1C=NC=CC1)C#N)C1=CC=C(C=C1)N1C2=CC=CC=C2C=2C=C(C=CC12)C 4,4''-bis(3-methyl-9H-carbazol-9-yl)-5',6'-bis(4-(3-methyl-9H-carbazol-9-yl)phenyl)-4'-(pyridin-3-yl)-[1,1':2',1''-terphenyl]-3'-carbonitrile